8-hydroxyoctanoate OCCCCCCCC(=O)[O-]